Di(phenylethylammonium) lead (II) iodide [Pb](I)I.C1(=CC=CC=C1)CC[NH3+].C1(=CC=CC=C1)CC[NH3+]